OC1CC(C1)(C)N1N=NC=C1 1-((1R,3R)-3-hydroxy-1-methylcyclobutyl)-1H-1,2,3-triazol